(Z)-2-((E)-5-(octylsulfonyloxyimino)thiophene-2(5H)-ylidene)-2-phenylacetonitrile C(CCCCCCC)S(=O)(=O)O\N=C\1/C=C/C(/S1)=C(/C#N)\C1=CC=CC=C1